(S)-2-(2-cyclohexyl-1-(4-methoxyphenyl)ethyl)pyridine C1(CCCCC1)C[C@@H](C1=CC=C(C=C1)OC)C1=NC=CC=C1